OC=1C(C2=C(C=C(C=3C[C@@H]4C([C@@H](CC[C@]4(OC23)C)O)(C)C)O)OC1C1=CC=C(C=C1)O)=O (7aR,9R,11aR)-2,6,9-trihydroxy-3-(4-hydroxyphenyl)-8,8,11a-trimethyl-7a,8,9,10,11,11a-hexahydro-1H,7H-pyrano[2,3-c]xanthen-1-one